9-(3-((3-Bromo-5-chlorophenyl)thio)phenyl)-9H-carbazole-1,2,3,4,5,6,7,8-d8 BrC=1C=C(C=C(C1)Cl)SC=1C=C(C=CC1)N1C2=C(C(=C(C(=C2C=2C(=C(C(=C(C12)[2H])[2H])[2H])[2H])[2H])[2H])[2H])[2H]